CN(C1=C(C(C1=O)=O)NC1=CC=C(C=C1)C1=NNC(=C1C(=O)N)NC1=NC=CC=C1)C 3-(4-((2-(dimethylamino)-3,4-dioxocyclobut-1-en-1-yl)amino)phenyl)-5-(pyridin-2-ylamino)-1H-pyrazole-4-carboxamide